triethoxysilylpropyl-diethylamine C(C)O[Si](OCC)(OCC)CCCN(CC)CC